N-(tetrahydro-2H-pyran-4-yl)benzenesulfonamide O1CCC(CC1)NS(=O)(=O)C1=CC=CC=C1